NC=1C(=NC(=C(N1)Cl)Br)C=1C=C2CCNC(C2=CC1)=O 6-(3-amino-6-bromo-5-chloropyrazin-2-yl)-3,4-dihydroisoquinolin-1(2H)-one